C1OC2=CC=C(C=C2O1)C(C)=O 4'-(methylenedioxy)acetophenone